ClC1=CC=C2CCC=C(C2=C1)CC(=O)OCC ethyl (7-chloro-3,4-dihydro-1-naphthyl)acetate